(3R,4S)-3-amino-4-(3-boronopropyl)-1-((1-methylpiperidin-2-yl)methyl)pyrrolidine-3-carboxylic acid N[C@]1(CN(C[C@@H]1CCCB(O)O)CC1N(CCCC1)C)C(=O)O